(2R)-1-[(4aR,8aS)-decahydroquinolin-1-yl]-2-{cyclopropyl[(2,6-dimethoxypyridin-3-yl)methyl]amino}-3-hydroxypropan-1-one N1(CCC[C@H]2CCCC[C@H]12)C([C@@H](CO)N(CC=1C(=NC(=CC1)OC)OC)C1CC1)=O